FC(C1=C(C=C2CCCN(C2=C1)C1=NN(C2=C1CNCC2)C2CCOCC2)C=2C=NN(C2)CC(=O)O)F 2-(4-(7-(difluoromethyl)-1-(1-(tetrahydro-2H-pyran-4-yl)-4,5,6,7-tetrahydro-1H-pyrazolo[4,3-c]pyridin-3-yl)-1,2,3,4-tetrahydroquinolin-6-yl)-1H-pyrazol-1-yl)acetic acid